4-(5-amino-4-carbamoyl-3-(2-phenylquinolin-7-yl)-1H-pyrazol-1-yl)piperidine-1-carboxamide NC1=C(C(=NN1C1CCN(CC1)C(=O)N)C1=CC=C2C=CC(=NC2=C1)C1=CC=CC=C1)C(N)=O